potassium aminomethyltrifluoroborate salt NC[B-](F)(F)F.[K+]